BrC=1C=C(C=CC1)[C@H]1CN(CC1)C(=O)N1C[C@@H]2[C@@H](OCC(N2)=O)CC1 |o1:7| (4aR,8aS)-6-[(3S or R)-3-(3-bromophenyl)pyrrolidine-1-carbonyl]-4,4a,5,7,8,8a-hexahydropyrido[4,3-b][1,4]oxazin-3-one